rac-5-{6-[2-(4-Methoxy-2-methyl-indol-1-yl)-ethylamino]-pyrimidin-4-yl}-3-propyl-2,3-dihydro-isoindol-1-one COC1=C2C=C(N(C2=CC=C1)CCNC1=CC(=NC=N1)C=1C=C2[C@H](NC(C2=CC1)=O)CCC)C |r|